1-(5-bromo-2-(4-(4-methylpiperazin-1-yl)piperidin-1-yl)phenyl)ethan-1-one BrC=1C=CC(=C(C1)C(C)=O)N1CCC(CC1)N1CCN(CC1)C